5-(2-ethyl-2H-indazol-3-yl)hydroxymethyl-2-(methoxymethoxy)benzonitrile C(C)N1N=C2C=CC=CC2=C1C=1C=C(C(=C(C#N)C1)OCOC)CO